COC=1C=C(C=CC1OC)[C@H]1OC[C@@H]([C@@H]1COC(C(=CC)C)=O)CC1=NC=CC=C1 2-Methyl-2-butenoic acid ((2S,3R,4R)-2-(3,4-dimethoxyphenyl)-4-(pyridin-2-yl-methyl)tetrahydrofuran-3-yl)methyl ester